tert-butyl 3-(2-methoxy-4,6-dimethyl-phenyl)-7-(1-methyl-3,6-dihydro-2H-pyridin-5-yl)pyrrolo[3,2-c]pyridazine-5-carboxylate COC1=C(C(=CC(=C1)C)C)C1=CC2=C(N=N1)C(=CN2C(=O)OC(C)(C)C)C2=CCCN(C2)C